2-((2R,6S)-4-(3-amino-5-cyclopropylbenzyl)-2,6-dimethylpiperazin-1-yl)ethan-1-ol NC=1C=C(CN2C[C@H](N([C@H](C2)C)CCO)C)C=C(C1)C1CC1